(E)-N'-cinnamoylacrylohydrazide C(\C=C\C1=CC=CC=C1)(=O)NNC(C=C)=O